C1(=CC=CC=C1)C(C(C(C)=O)C1=CC=C(C=C1)S(=O)(=O)O)=O phenyl-2-(4-sulfophenyl)2-acetyl-ethanone